NCCNCCC[Si](OCC)(OCC)OCC [3-(2-aminoethylamino)propyl]triethoxysilane